(2R,6S)-2,6-dimethyl-4-[5-(trifluoromethyl)pyrimidin-2-yl]piperazine-1-carbonyl chloride C[C@H]1N([C@H](CN(C1)C1=NC=C(C=N1)C(F)(F)F)C)C(=O)Cl